2-[1-[6-methyl-4-oxo-2-(3-phenylazetidin-1-yl)chromen-8-yl]ethylamino]benzoic acid CC=1C=C2C(C=C(OC2=C(C1)C(C)NC1=C(C(=O)O)C=CC=C1)N1CC(C1)C1=CC=CC=C1)=O